N-[3-(6-formyl-2-quinolyl)oxetan-3-yl]-N,2-dimethyl-propane-2-sulfinamide C(=O)C=1C=C2C=CC(=NC2=CC1)C1(COC1)N(S(=O)C(C)(C)C)C